FC=1C=C(C=NC1)[C@H](CNC(CC1CCC(CC1)N(S(=O)(=O)C)C)(C)C)O N-((1R,4r)-4-(2-(((R)-2-(5-Fluoropyridin-3-yl)-2-hydroxyethyl)amino)-2-methylpropyl)cyclohexyl)-N-methylmethanesulfonamide